C(C1=CC=CC=C1)C1(CCN(CC1)C1=NC=C(C=C1)C=1C=2N(C=C(C1)OCC)N=CC2C#N)NC(=O)C2CCNCC2 N-[4-benzyl-1-[5-(3-cyano-6-ethoxy-pyrazolo[1,5-a]pyridin-4-yl)-2-pyridyl]-4-piperidyl]piperidine-4-carboxamide